Amino-4-nitropyrazole NC1=NNC=C1[N+](=O)[O-]